cholest-5-ene-3b,7α,25-triol CC(C)(CCC[C@@H](C)[C@H]1CC[C@H]2[C@@H]3[C@@H](C=C4C[C@H](CC[C@]4(C)[C@H]3CC[C@]12C)O)O)O